4-(4-fluorobenzyl)-N-(1-isopropylpyrrolidin-3-yl)-3,4-dihydroquinoxaline-1(2H)-carboxamide FC1=CC=C(CN2CCN(C3=CC=CC=C23)C(=O)NC2CN(CC2)C(C)C)C=C1